FC(C1=CC=C(C=C1)N1N=NC(=C1COC1=CC=C(N=N1)N1[C@@H](CNCC1)C(=O)OC)C)F methyl (S)-1-(6-((1-(4-(difluoromethyl)phenyl)-4-methyl-1H-1,2,3-triazol-5-yl)methoxy)pyridazin-3-yl)piperazine-2-carboxylate